C(C1=CC=CC=C1)N1CC=2N=C(N=C(C2CC1)OC1=C(C=CC=C1C)C)NC1=CC=C(C#N)C=C1 4-((7-benzyl-4-(2,6-dimethylphenoxy)-5,6,7,8-tetrahydropyrido[3,4-d]pyrimidin-2-yl)amino)benzonitrile